N-Methyl-1-(3-methylbenzofuran-2-yl)methanamine Lithium aluminum hydride [AlH4-].[Li+].CNCC=1OC2=C(C1C)C=CC=C2